sodium N-(4-methyl-3-nitrophenyl)sulfonamide CC1=C(C=C(C=C1)NS(=O)=O)[N+](=O)[O-].[Na]